NC1=CC(=C(CC=2C=CC(N(N2)CC2=CC=C(C=C2)F)=O)C(=C1)Cl)Cl 6-(4-Amino-2,6-dichlorobenzyl)-2-(4-fluorobenzyl)pyridazin-3(2H)-one